5-(4-(tert-Butoxycarbonyl)piperazin-1-yl)-3-isopropyl-2-(8-methoxy-[1,2,4]triazolo[1,5-a]pyridin-6-yl)-1H-pyrrolo[2,3-c]pyridine-1-carboxylic acid tert-butyl ester C(C)(C)(C)OC(=O)N1C(=C(C=2C1=CN=C(C2)N2CCN(CC2)C(=O)OC(C)(C)C)C(C)C)C=2C=C(C=1N(C2)N=CN1)OC